methyl (3aR,4R,4aR,5aS,6S,6aS)-2-((S)-2-((tert-butoxycarbonyl)amino)-3,3-dimethylbutanoyl)-1,2,3,3a,4,4a,5,5a,6,6a-decahydro-4,6-ethenocyclopropa[f]isoindole-1-carboxylate C(C)(C)(C)OC(=O)N[C@H](C(=O)N1C[C@@H]2[C@H]3[C@H]4[C@@H]([C@@H]([C@@H]2C1C(=O)OC)C=C3)C4)C(C)(C)C